methyl (4R,5S)-5-hydroxy-2-((R)-3-methyl-1-((S)-3-phenyl-2-(pyrazine-2-carboxamido)propanamido) butyl)-6-oxo-1,3,2-dioxaborinane-4-carboxylate O[C@H]1[C@@H](OB(OC1=O)[C@H](CC(C)C)NC([C@H](CC1=CC=CC=C1)NC(=O)C1=NC=CN=C1)=O)C(=O)OC